(1-(4-((2,6-dioxopiperidin-3-yl)amino)-2-fluorophenyl)-4-hydroxyazepan-4-yl)acetate O=C1NC(CCC1NC1=CC(=C(C=C1)N1CCC(CCC1)(O)CC(=O)[O-])F)=O